(3R,3aR,8R,8aS)-4,4,8-trimethyl-9-methylenedecahydro-3,8-methanoazulene CC1([C@@H]2[C@H]3CC[C@@H]2[C@@](CCC1)(C3=C)C)C